C12(C(CCCC1)O2)C21C(CC(CC2)C(=O)[O-])O1 4-epoxycyclohexyl-3,4-epoxycyclohexyl-carboxylate